N1(N=CN=C1)C1=NC=CC=N1 (1,2,4-triazol-1-yl)pyrimidine